NC1=NC=CC(=C1)C=1SC(=C(N1)OCC1CC1)C(=O)O 2-(2-Aminopyridin-4-yl)-4-(cyclopropylmethoxy)thiazole-5-carboxylic acid